C(CCCCCCCCCCC)C(=S)SC(C(=O)O)(C)C 2-(dodecyl-thiocarbonyl-thio)-2-methylpropanoic acid